ethyl 7-(1,1-difluoroethyl)-2-methoxyquinoline-3-carboxylate FC(C)(F)C1=CC=C2C=C(C(=NC2=C1)OC)C(=O)OCC